NC1=NC=CC(=N1)C1=CC=C(C=C1)NC(C1=CC=C(C=C1)C(F)(F)F)=O N-(4-(2-aminopyrimidin-4-yl)phenyl)-4-(trifluoro-methyl)benzamide